C(C)(=O)C1=CN(C2=CC=C(C=C12)NC=1C=NC=NC1)CC(=O)N(C(C)C)CC(=O)O 2-(2-(3-acetyl-5-(pyrimidin-5-ylamino)-1H-indol-1-yl)-N-isopropylacetamido)acetic acid